2-chloro-N-(1-cyclohexyl-3,3-difluoropiperidin-4-yl)-6,7-dimethoxyquinazolin-4-amine ClC1=NC2=CC(=C(C=C2C(=N1)NC1C(CN(CC1)C1CCCCC1)(F)F)OC)OC